[Si](C)(C)(C(C)(C)C)OCC(N)C1=CC(=CC(=C1)F)F 2-((tert-butyldimethylsilyl)oxy)-1-(3,5-difluorophenyl)ethan-1-amine